4-(3-fluorophenyl)-1-(5-(isopropylthio)-4-(4-(trifluoromethyl)phenyl)thiazol-2-yl)-3-methyl-N-(propylsulfonyl)-1H-pyrazole-5-carboxamide FC=1C=C(C=CC1)C=1C(=NN(C1C(=O)NS(=O)(=O)CCC)C=1SC(=C(N1)C1=CC=C(C=C1)C(F)(F)F)SC(C)C)C